(5-benzyl-1,2,4-oxadiazol-3-yl)-2-methylaniline C(C1=CC=CC=C1)C1=NC(=NO1)NC1=C(C=CC=C1)C